OS(=O)(=O)C(F)(F)F.NCC=1C=NC(=NC1)N1CCN(CC1)C1=C(C=C(C=C1)C1=NC=2C=CC(=CC2C2=C1N(C(N2)=O)C)C=2C=NC(=CC2)OC)C(F)(F)F [4-[4-[5-(aminomethyl)pyrimidin-2-yl]Piperazin-1-yl]-3-(trifluoromethyl)phenyl]-8-(6-methoxy-3-pyridinyl)-3-methyl-imidazo[4,5-c]Quinolin-2-one triflate